N-(3-chloro-2-fluoro-phenyl)-1-(pyrazin-2-ylmethyl)-1H-1,2,4-triazole-3-carboxamide ClC=1C(=C(C=CC1)NC(=O)C1=NN(C=N1)CC1=NC=CN=C1)F